C(CCCCC)(=O)OCC.[Sn] tin 2-ethyl caproate